COC(CN1N=NC=C1C1=CC=C(C=C1)F)OC 1-(2,2-Dimethoxyethyl)-5-(4-fluorophenyl)-1H-1,2,3-triazole